3-[1-[[3-(2-hydroxyethoxy)-5,7-dimethyl-1-adamantyl]methyl]-5-methyl-pyrazol-4-yl]pyridine-2-carboxylate OCCOC12CC3(CC(CC(C1)(C3)C)(C2)C)CN2N=CC(=C2C)C=2C(=NC=CC2)C(=O)[O-]